C(CC)NC(=O)C=1N=C(OC1)C1C(C2CCC1O2)CC=CCCC(=O)O 6-[3-[4-[(propylamino)-carbonyl]-2-oxazolyl]-7-oxabicyclo[2.2.1]hept-2-yl]-4-hexenoic acid